Isobutyl 3-(1-((1-(3-chloro-4-(2,3-dihydrobenzofuran-5-yl)benzyl)piperidin-4-yl)methyl)-1H-1,2,3-triazol-4-yl)-5-fluoro-1H-indol-2-carboxylat ClC=1C=C(CN2CCC(CC2)CN2N=NC(=C2)C2=C(NC3=CC=C(C=C23)F)C(=O)OCC(C)C)C=CC1C=1C=CC2=C(CCO2)C1